N1-(3-chloro-4-fluorophenyl)-N3,N3-dimethylpropane-1,3-diamine ClC=1C=C(C=CC1F)NCCCN(C)C